COC=1C=C(C=NC1OC)C=1C=C2C(=NC=NC2=C(C1)C1=CC=C(N(C)C)C=C1)C 4-(6-(5,6-Dimethoxypyridin-3-yl)-4-methylquinazolin-8-yl)-N,N-dimethylaniline